[O-2].[Mn+2].[Ce+3].[Sn+4] tin-cerium-manganese oxide